N(=N\C(=O)OC(C)(C)C)/C(=O)OCC1=CC=CC=C1 1-benzyl 2-(tert-butyl) (E)-diazene-1,2-dicarboxylate